FC(C1=CC=C(C=C1)CC(C)=O)(F)F 1-[4-(trifluoromethyl)phenyl]propan-2-one